(1,4-dioxaspiro[4.5]dec-8-yl)methanol tert-butyl-(2S)-4-(8-chloro-6-fluoro-4-(methylthio)-7-(m-tolyl)-1H-[1,2,3]triazolo[4,5-c]quinolin-1-yl)-2-(cyanomethyl)-piperidine-1-carboxylate C(C)(C)(C)[C@@]1(N(CCC(C1)N1N=NC=2C(=NC=3C(=C(C(=CC3C21)Cl)C=2C=C(C=CC2)C)F)SC)C(=O)OCC2CCC1(OCCO1)CC2)CC#N